N,N'-(2,2'-dimethyl-[1,1'-biphenyl]-3,3'-diyl)bis(5-(((2-acetamidoethyl)amino)methyl)picolinamide) CC1=C(C=CC=C1NC(C1=NC=C(C=C1)CNCCNC(C)=O)=O)C1=C(C(=CC=C1)NC(C1=NC=C(C=C1)CNCCNC(C)=O)=O)C